2,6-dimethyl-3-isopropylphenol CC1=C(C(=CC=C1C(C)C)C)O